C(C)(C)(C)C1=C(C=CC(=C1)C(C)(C)C)OP(=O)(OC1=C(C=C(C=C1)C(C)(C)C)C(C)(C)C)OC1=C(C=C(C=C1)C(C)(C)C)C(C)(C)C tri(2,4-di-t-butylphenyl)phosphate